N=1C=NN2C1C(=CC=C2)C(=O)N [1,2,4]triazolo[1,5-a]pyridine-8-carboxamide